(S)-4-(5-methyl-4-((2-(trimethylsilyl)ethoxy)methyl)-4H-1,2,4-triazol-3-yl)-2-nitro-N-(oxetan-2-ylmethyl)aniline CC=1N(C(=NN1)C1=CC(=C(NC[C@H]2OCC2)C=C1)[N+](=O)[O-])COCC[Si](C)(C)C